S1C=NC(=C1NC(OC(C)(C)C)=O)C=1N=CSC1 tert-Butyl 4,4'-bithiazol-5-ylcarbamate